ClC(CCC(=O)OCCCCCCCC)CCC(C(CCCC(CC(CC)Cl)Cl)Cl)Cl octyl 4,7,8,12,14-pentachlorohexadecanoate